CC1=C(C(=CC(=C1)N1CC2=C(CCC1)C=C(C=C2)OC(C(F)(F)F)C)C)NC(CC(C)(C)C)=O N-(2,6-dimethyl-4-(7-((1,1,1-trifluoropropan-2-yl)oxy)-1,3,4,5-tetrahydro-2H-benzo[c]azepin-2-yl)phenyl)-3,3-dimethylbutanamide